(-)-(2-(2-(Benzyloxy)naphthalen-1-yl)phenyl)diphenylphosphane C(C1=CC=CC=C1)OC1=C(C2=CC=CC=C2C=C1)C1=C(C=CC=C1)P(C1=CC=CC=C1)C1=CC=CC=C1